ClC=1C(=CC(=C(C(=O)NC=2C=NN(C(C2)=O)CO)C1)OC1=C(C=C(C=C1)F)OC([2H])([2H])[2H])C(F)(F)F 5-chloro-2-(4-fluoro-2-(methoxy-d3)phenoxy)-N-(1-(hydroxymethyl)-6-oxo-1,6-diHydropyridazin-4-yl)-4-(trifluoromethyl)benzamide